1-(3-(((1r,4r)-4-(6-(cyclopropylmethoxy)-5-nitro-2H-indazol-2-yl)cyclohexyl)oxy)azetidin-1-yl)-2,2,2-trifluoroethan-1-one C1(CC1)COC=1C(=CC2=CN(N=C2C1)C1CCC(CC1)OC1CN(C1)C(C(F)(F)F)=O)[N+](=O)[O-]